FC=1C=C(C=CC1N1CCC(CC1)N1CCOCC1)C1(NNC(=N1)N)N 3-(3-fluoro-4-(4-(morpholin-4-yl)piperidin-1-yl)phenyl)-1H-1,2,4-triazole-3,5-diamine